C(C)C1N(CCNC1)C1=NC=C(C(=N1)NC=1C=C2C=NNC2=CC1)F N-(2-(2-ethylpiperazin-1-yl)-5-fluoropyrimidin-4-yl)-1H-indazol-5-amine